C(C1=CC=CC=C1)OC1=CC=2[C@@H]3N(N4C(C2C=C1COC)=CC(C(=C4)C(=O)OCC)=O)C(CC3)(C)C Ethyl (R)-12-(benzyloxy)-11-(methoxymethyl)-3,3-dimethyl-8-oxo-2,3,8,13b-tetrahydro-1H-pyrido[2,1-a]pyrrolo[1,2-c]phthalazine-7-carboxylate